N,3-dimethyl-4,5,6,7-tetrahydrobenzo[b]thiophen-5-amine hydrochloride Cl.CNC1CC2=C(SC=C2C)CC1